[2-(4-Fluorophenyl)triazol-4-yl]-[4-(1-methylpyrazol-4-yl)-3,4-dihydro-1H-isoquinolin-2-yl]methanone arsenic-gallium [Ga].[As].FC1=CC=C(C=C1)N1N=CC(=N1)C(=O)N1CC2=CC=CC=C2C(C1)C=1C=NN(C1)C